4-Formylpiperidine-1-carboxylic acid tert-butyl ester C(C)(C)(C)OC(=O)N1CCC(CC1)C=O